N-cyclopropyl-4-(4-((3-ethyl-9-fluoro-2-oxo-2,3-dihydro-1H-pyrimido[4,5,6-de]quinazolin-8-yl)methyl)piperazin-1-yl)-2,3-difluorobenzamide C1(CC1)NC(C1=C(C(=C(C=C1)N1CCN(CC1)CC1=CC=2C3=C(N(C(NC3=C1F)=O)CC)N=CN2)F)F)=O